C(C)(C)C1=CC=C(C=C1)N1N=C2CCN(C[C@H]3C2=C1CCN3)C(C=C)=O |r| (rac)-1-(2-(4-isopropylphenyl)-2,3,4,5,5a,6,8,9-octahydro-7H-1,2,5,7-tetraazabenzo[cd]azulen-7-yl)prop-2-en-1-one